ClC1=CC=2N(C=C1)C(=NC2C(=O)NC2=C1C(N(C(C1=CC=C2)=O)CC2=CC=C(C=C2)OC)C2=C(C=CC=C2)C)C 7-Chloro-N-(2-(4-methoxybenzyl)-1-oxo-3-(o-tolyl)isoindolin-4-yl)-3-methylimidazo[1,5-a]pyridine-1-carboxamide